monoglycerol citrate C(CC(O)(C(=O)O)CC(=O)O)(=O)O.OCC(O)CO